ClC=CC(=O)OCCC[Si](OC(C)C)(OC(C)C)OC(C)C 3-chloroacryloxypropyl-triisopropoxysilane